FC1(CCC12CN(C2)C(=O)N)F 7,7-difluoro-2-azaspiro[3.3]heptane-2-carboxamide